1-[trans-4-(pyridin-2-yloxy)cyclohexyl]-8-(trifluoromethyl)-4H-[1,2,4]triazolo[4,3-a][1]benzazepin-5(6H)-one N1=C(C=CC=C1)O[C@@H]1CC[C@H](CC1)C1=NN=C2N1C1=C(CC(C2)=O)C=C(C=C1)C(F)(F)F